(R)-(1-methyl-1H-1,2,4-triazol-5-yl)(4-(4-(trifluoromethyl)pyrazolo[1,5-a]pyridin-2-yl)-6,7-dihydro-1H-imidazo[4,5-c]pyridin-5(4H)-yl)methanone CN1N=CN=C1C(=O)N1[C@H](C2=C(CC1)NC=N2)C2=NN1C(C(=CC=C1)C(F)(F)F)=C2